N-[3-[2-(difluoromethoxy)-5-[1-[(2S)-2-hydroxypropyl]pyrazol-4-yl]sulfonyl-phenyl]-1-methyl-pyrazol-4-yl]pyrazolo[1,5-a]pyrimidine-3-carboxamide FC(OC1=C(C=C(C=C1)S(=O)(=O)C=1C=NN(C1)C[C@H](C)O)C1=NN(C=C1NC(=O)C=1C=NN2C1N=CC=C2)C)F